2-[2-(4-methoxybenzyloxy)ethyl]benzoate COC1=CC=C(COCCC2=C(C(=O)[O-])C=CC=C2)C=C1